BrC1=CC(=C(C(=C1)O)O)F 5-Bromo-3-fluorobenzene-1,2-diol